2-morpholinothiazole-5-sulfonyl chloride O1CCN(CC1)C=1SC(=CN1)S(=O)(=O)Cl